2-bromo-5-methyl-pyridin-4-amine BrC1=NC=C(C(=C1)N)C